BrC1=CC=C(C=C1)C(=O)C1=CC(=C(C(=C1)C(C)C)O)C(C)C (4-bromophenyl)(4-hydroxy-3,5-diisopropylphenyl)methanone